(R)-1-(2-((2-oxo-4-(o-tolyl)-1,2-dihydroquinolin-7-yl)oxy)propanoyl)piperidine-4-carboxylate O=C1NC2=CC(=CC=C2C(=C1)C1=C(C=CC=C1)C)O[C@@H](C(=O)N1CCC(CC1)C(=O)[O-])C